BrC=1N=C(N(N1)C1OCCCC1)C(CCO)C1=CC=CC=C1 3-(5-bromo-2-tetrahydropyran-2-yl-1,2,4-triazol-3-yl)-3-phenyl-propan-1-ol